[C@@H]12CN(C[C@@H](OC1)C2)C(=O)C2=NN1C(CN(CCC1)C(=O)OC(C)(C)C)=C2 tert-butyl 2-((1R,5S)-6-oxa-3-azabicyclo[3.2.1]octane-3-carbonyl)-7,8-dihydro-4H-pyrazolo[1,5-a][1,4]diazepine-5(6H)-carboxylate